2-((4-methoxy-2-(1-methoxyvinyl)phenyl)ethynyl)-4-methylaniline COC1=CC(=C(C=C1)C#CC1=C(N)C=CC(=C1)C)C(=C)OC